4-[3,3-difluoro-4-methyl-1-([1,2,4]triazolo[1,5-a]pyrazin-8-yl)piperidine-4-carbonyl]-3,5-dihydro-2H-pyrido[3,4-f][1,4]oxazepine-9-carbonitrile FC1(CN(CCC1(C(=O)N1CCOC2=C(C1)C=NC=C2C#N)C)C=2C=1N(C=CN2)N=CN1)F